CN1C(=[N+](C=C1)C)CC 1,3-dimethyl-2-ethylimidazolium